4-(2-(difluoromethyl)-5-methoxypyrimidin-4-yl)-6-methylnicotinic acid FC(C1=NC=C(C(=N1)C1=CC(=NC=C1C(=O)O)C)OC)F